S-methylisothiouronium hemisulfate S(=O)(=O)([O-])[O-].CSC(N)=[NH2+].CSC(N)=[NH2+]